COC(=O)C1=C(C=2N(C=C1)N=CC2I)C#CC#CCC(C=2C(N(C=CC2)C)=O)C2=C(C=CC(=C2)F)F 4-(6-(2,5-difluorophenyl)-6-(1-methyl-2-oxo-1,2-dihydropyridin-3-yl)hex-1,3-diyn-1-yl)-3-iodopyrazolo[1,5-a]pyridine-5-carboxylic acid methyl ester